4-(5-(2,6-Dichlorobenzoyl)-2-(2,8-dimethyl-1,2,3,4-tetrahydroisoquinolin-6-yl)-5H-pyrrolo[2,3-b]pyrazin-7-yl)-2-methyl-N,N-bis(methyl-d3)benzamide ClC1=C(C(=O)N2C=C(C=3C2=NC=C(N3)C=3C=C2CCN(CC2=C(C3)C)C)C3=CC(=C(C(=O)N(C([2H])([2H])[2H])C([2H])([2H])[2H])C=C3)C)C(=CC=C1)Cl